decenyl acetate CC(=O)OCCCCCCCCC=C